ethyl 7-[1-(tert-butoxycarbonyl)piperidin-4-yl]-2-(4-phenoxyphenyl)-2H-pyrazolo[4,3-b]pyridine-3-carboxylate C(C)(C)(C)OC(=O)N1CCC(CC1)C=1C=2C(N=CC1)=C(N(N2)C2=CC=C(C=C2)OC2=CC=CC=C2)C(=O)OCC